C(CCCCCCCCCCCCCCCCCCC)(=O)O[C@@H]1[C@@](O[C@H](C1)N1C2=NC(=NC(=C2N=C1)N)F)(C#C)COP(=O)(OC1=CC=CC=C1)N[C@H](C(=O)OCC(CC)CC)C (2R,3S,5R)-5-(6-amino-2-fluoro-9H-purin-9-yl)-2-((((((S)-1-(2-ethylbutoxy)-1-oxopropan-2-yl)amino)(phenoxy)phosphoryl)oxy) methyl)-2-ethynyltetrahydrofuran-3-yl icosanoate